2-(6-chromanyl)-1-(4-{p-[6-(hydroxymethyl)-3-pyridyl]phenyl}-1-piperidyl)-1-ethanone O1CCCC2=CC(=CC=C12)CC(=O)N1CCC(CC1)C1=CC=C(C=C1)C=1C=NC(=CC1)CO